3,5-dimethylhept-4-en-1-yl acetate C(C)(=O)OCCC(C=C(CC)C)C